C(C)C1=C(C=NC=C1)C=1C=C2C=C(N=NC2=C(C1)N)N[C@@H]1COCC1 (S)-6-(4-Ethylpyridin-3-yl)-N3-(tetrahydrofuran-3-yl)cinnoline-3,8-diamine